2-(3-((2-oxo-2,3-dihydro-1H-benzo[d]imidazol-1-yl)methyl)phenyl)acetic acid tert-butyl-2-(3-((2-oxo-2,3-dihydro-1H-benzo[d]imidazol-1-yl)methyl)phenyl)acetate C(C)(C)(C)OC(CC1=CC(=CC=C1)CN1C(NC2=C1C=CC=C2)=O)=O.O=C2NC1=C(N2CC=2C=C(C=CC2)CC(=O)O)C=CC=C1